(3Z)-6-(heptyloxymethoxy)-3-hexenylmagnesium chloride C(CCCCCC)OCOCC\C=C/CC[Mg]Cl